C[C@@H]1O[C@@H](CN(C1)C1=CC=CC(=N1)C1=NC2=CC(=NC=C2C=C1)[C@H](CCN1CCOCC1)C1=C(C(=O)N)C=CC(=C1S(=O)(=O)C)C)C ((R)-1-(2-(6-((cis)-2,6-dimethylmorpholino)pyridin-2-yl)-1,6-naphthyridin-7-yl)-3-morpholinopropyl)-4-methyl-3-(methylsulfonyl)benzamide